2-(4-(4-methyl-1-piperazinyl)phenylamino)-8-phenylamino-9-(N-acryloyl-3-azepanyl)-9H-purine CN1CCN(CC1)C1=CC=C(C=C1)NC1=NC=C2N=C(N(C2=N1)C1CN(CCCC1)C(C=C)=O)NC1=CC=CC=C1